(S)-3-((S)-sec-butyl)-7-chloro-5-cyclohexyl-1,3-dihydro-2H-benzo[e][1,4]diazepin-2-one [C@H](C)(CC)[C@@H]1N=C(C2=C(NC1=O)C=CC(=C2)Cl)C2CCCCC2